COC1=CC=C(C=C1)OS(=O)(=O)C1C2C(=C(C(C1)O2)C2=CC=C(C=C2)O)C2=CC=C(C=C2)NC(CCCCC[Se]C#N)=O 4-methoxyphenyl-5-(4-hydroxyphenyl)-6-(4-(6-selenocyanohexanamido) phenyl)-7-oxabicyclo[2.2.1]hept-5-ene-2-sulfonate